(3-(phenanthr-1-yl)phenyl)boronic acid C1(=CC=CC=2C3=CC=CC=C3C=CC12)C=1C=C(C=CC1)B(O)O